tert-Butyl (R)-2-methyl-4-(5-(pyrrolidin-1-yl)-7-(3-(trifluoromethoxy)phenyl)-7H-pyrrolo[2,3-d]pyrimidin-4-yl)piperazine-1-carboxylate C[C@H]1N(CCN(C1)C=1C2=C(N=CN1)N(C=C2N2CCCC2)C2=CC(=CC=C2)OC(F)(F)F)C(=O)OC(C)(C)C